tert-butyl 3-(2-((S)-1-(4-fluorophenyl)-3,4-dihydroisoquinolin-2(1H)-yl)-4,5-dihydrooxazol-5-yl)azetidine-1-carboxylate FC1=CC=C(C=C1)[C@@H]1N(CCC2=CC=CC=C12)C=1OC(CN1)C1CN(C1)C(=O)OC(C)(C)C